CC([C@@H](C(=O)OCC1=CC=CC=C1)NC)C benzyl (2S)-3-methyl-2-(methylamino)butanoate